N-benzylidenepropylamine C(C1=CC=CC=C1)=NCCC